(-)-1-[4-(2,6-difluoro-4-methoxy-phenyl)-2-oxopyrrolidin-3-yl]-3-(4-fluorophenyl)urea FC1=C(C(=CC(=C1)OC)F)C1C(C(NC1)=O)NC(=O)NC1=CC=C(C=C1)F